ClC=1N=CN(C1Cl)C=1CCC(NC1C1=C(C=C(C=C1F)F)F)=O 5-(4,5-dichloro-1H-imidazol-1-yl)-6-(2,4,6-trifluorophenyl)-3,4-dihydropyridin-2(1H)-one